C(C)(C)(C)OC(=O)N1CCC=2C3=C(N=CC2C1)C=C(C=C3)Cl 8-Chloro-1,4-dihydrobenzo[c][2,7]naphthyridine-3(2H)-carboxylic acid tert-butyl ester